C(C)C(CC1=CC(=C(C(=C1)OC)OC)OC)N alpha-ethyl-3,4,5-trimethoxyphenethylamine